3-{4-[3-(trifluoromethoxy)propoxy]-1H-pyrazol-1-yl}bicyclo[1.1.1]pentan-1-amine FC(OCCCOC=1C=NN(C1)C12CC(C1)(C2)N)(F)F